1-METHYL-4-CHLORO-1H-PYRAZOLE-5-BORONIC ACID CN1N=CC(=C1B(O)O)Cl